CC(C(C)=O)=CC=C(CCC=C(C)C)C 3,6,10-trimethylundec-3,5,9-trien-2-one